C(C)N1C2=NC(=NC(=C2N=C1C=C)N1CCOCC1)N1N=C(C(=C1)C1=CC=CC=C1)OC 4-(9-ethyl-2-(3-methoxy-4-phenyl-1H-pyrazol-1-yl)-8-vinyl-9H-purin-6-yl)morpholine